3-({2-[(2R)-2-(4-chlorophenyl)-2-hydroxyethyl]-2H-1,2,3,4-tetrazol-5-yl}methyl)-4-oxo-3H,4H-thieno[2,3-d]pyrimidine-5-carboxamide ClC1=CC=C(C=C1)[C@H](CN1N=C(N=N1)CN1C=NC2=C(C1=O)C(=CS2)C(=O)N)O